C[C@]1(CC[C@H]2C(=C1)CC[C@@H]3[C@@]2(CCCC3(C)C)C)C=C Pimaradiene